4'-(1,1-Dioxo-4-oxo-1,2,5-thiadiazolidin-2-yl)-3'-fluoro-5'-hydroxy-N-isopentyl-[1,1'-biphenyl]-3-carboxamide O=S1(N(CC(N1)=O)C1=C(C=C(C=C1O)C1=CC(=CC=C1)C(=O)NCCC(C)C)F)=O